N-(6-amino-5-ethyl-3-pyridyl)-2-[(2S,5R)-4-(2,2-dimethylpropyl)-5-methyl-2-phenyl-piperazin-1-yl]-2-oxo-acetamide NC1=C(C=C(C=N1)NC(C(=O)N1[C@H](CN([C@@H](C1)C)CC(C)(C)C)C1=CC=CC=C1)=O)CC